P(=O)([O-])(O)O.P(=O)(O)(O)O.[K+] potassium dihydrogen phosphate (phosphate)